BrC1=CC=C(OCC(=O)C2=C(C(=C(C=C2)O)O)O)C=C1 2-(4-bromophenoxy)-1-(2,3,4-trihydroxyphenyl)ethan-1-one